C(CCC)C=C=O butylketene